4-(2-(pyrrolidin-1-yl)ethoxy)benzoyl chloride N1(CCCC1)CCOC1=CC=C(C(=O)Cl)C=C1